(S)-N-(3-(1-((2-ethyl-2H-pyrazolo[3,4-b]pyrazin-6-yl)amino)ethyl)phenyl)-2-(5-fluoro-6-methylpyridin-2-yl)acetamide C(C)N1N=C2N=C(C=NC2=C1)N[C@@H](C)C=1C=C(C=CC1)NC(CC1=NC(=C(C=C1)F)C)=O